CN1N=C(C=C1C(=O)N[C@H](CN1CCCC1)C)C1=NC(=NC=C1)NC1=CC(=C(C(=C1)OC)OC)OC 1-methyl-N-[(2S)-1-(pyrrolidin-1-yl)propan-2-yl]-3-{2-[(3,4,5-trimethoxyphenyl)amino]pyrimidin-4-yl}-1H-pyrazole-5-carboxamide